N-[6-(2,5-Dioxo-2,5-dihydro-1H-pyrrol-1-yl)hexanoyl]-L-valyl-L-alanyl-N6-{[(1S,2R)-2-aminocyclopentyl]carbonyl}-L-lysine O=C1N(C(C=C1)=O)CCCCCC(=O)N[C@@H](C(C)C)C(=O)N[C@@H](C)C(=O)N[C@@H](CCCCNC(=O)[C@@H]1[C@@H](CCC1)N)C(=O)O